OB(CCCC[C@]1(N(CC[C@@H](C1)NC([C@H]([C@H](CC)C)NC(=O)OC(C)(C)C)=O)C(=O)OC(C)(C)C)C(=O)O)O (2r,4s)-2-(4-dihydroxyboryl-butyl)-1-(tert-butoxycarbonyl)-4-((2s,3s)-2-((tert-butoxycarbonyl)amino)-3-methylpentanamido)piperidine-2-carboxylic acid